Diphenyl-[1,1'-biphenyl]-2,6-diamine C1(=CC=CC=C1)C=1C(=C(C(=C(C1)N)C1=CC=CC=C1)N)C1=CC=CC=C1